((6-fluoro-2-methylphenyl)sulfonyl)piperidine FC1=CC=CC(=C1S(=O)(=O)N1CCCCC1)C